CS(=O)(=O)C1=C(C(=O)NC=2C(=CC3=C(OCCO3)C2)C(=O)O)C=C(C=C1)C=C 7-(2-(methylsulfonyl)-5-vinylbenzamido)-2,3-dihydrobenzo[b][1,4]dioxine-6-carboxylic acid